BrC=1C=C2C=CN(C(C2=CC1F)=O)CC(C[C@H](C)NC=1C=NN(C(C1C(F)(F)F)=O)COCC[Si](C)(C)C)O 6-bromo-7-fluoro-2-((4S)-2-hydroxy-4-((6-oxo-5-(trifluoromethyl)-1-((2-(trimethylsilyl)ethoxy)methyl)-1,6-dihydropyridazin-4-yl)amino)pentyl)isoquinolin-1(2H)-one